C(C1=CC=CC=C1)OC(COC[C@H](NC(=O)OCC1=CC=CC=C1)C(=O)O)(C)C O-(2-(benzyloxy)-2-methylpropyl)-N-((benzyloxy)carbonyl)-L-serine